(R)-1-(4-(2,3-dimethylphenyl)piperidin-1-yl)-2-(3-(3-hydroxypyrrolidine-1-carbonyl)-5,6-dihydrocyclopenta[c]pyrazol-1(4H)-yl)ethan-1-one CC1=C(C=CC=C1C)C1CCN(CC1)C(CN1N=C(C2=C1CCC2)C(=O)N2C[C@@H](CC2)O)=O